NC1=NC(=NC=C1)N1C[C@@H]([C@@H](CC1)O)F (3S,4R)-1-(4-aminopyrimidine-2-yl)-3-fluoropiperidin-4-ol